N-methyl-o-cyanoaniline CNC1=C(C=CC=C1)C#N